methyl 2-((4-(6-((4-chloro-2-fluorobenzofuran-7-yl) methoxy) pyridin-2-yl) cyclohex-3-en-1-yl) methyl)-1-((1-(cyanomethyl) cyclopropyl) methyl)-1H-benzo[d]imidazole-6-carboxylate ClC1=CC=C(C2=C1C=C(O2)F)COC2=CC=CC(=N2)C2=CCC(CC2)CC2=NC1=C(N2CC2(CC2)CC#N)C=C(C=C1)C(=O)OC